Decanedihydrazide C(CCCCCCCCC(=O)NN)(=O)NN